Benzyl ((3R)-3-((tert-butoxycarbonyl)amino)-2-((1,3-dioxoisoindolin-2-yl)methyl)butyl)(isopropyl)carbamate C(C)(C)(C)OC(=O)N[C@@H](C(CN(C(OCC1=CC=CC=C1)=O)C(C)C)CN1C(C2=CC=CC=C2C1=O)=O)C